C(N)(=O)C1CC2(C1)CC(C2)[C@@H]2N(C[C@H](CC2)C)C(C(=O)NC=2C=C(C(=NC2)NC(OC(C)(C)C)=O)C)=O tert-butyl N-[5-[[2-[(2R,5S)-2-(2-carbamoylspiro[3.3]heptan-6-yl)-5-methyl-1-piperidyl]-2-oxo-acetyl]amino]-3-methyl-2-pyridyl]carbamate